1-(4-(4,4,5,5-tetramethyl-1,3,2-dioxaborolan-2-yl)phenyl)-3-tritylimidazolidin-2-one CC1(OB(OC1(C)C)C1=CC=C(C=C1)N1C(N(CC1)C(C1=CC=CC=C1)(C1=CC=CC=C1)C1=CC=CC=C1)=O)C